C(C)(C)C1=C(NC2=CC=C(C=C12)C=1NC(=NN1)C1CN(CCC1)CC(=O)NC)C1=CC(=NC=C1)C 2-(3-(5-(3-isopropyl-2-(2-methylpyridin-4-yl)-1H-indol-5-yl)-4H-1,2,4-triazol-3-yl)piperidin-1-yl)-N-methylacetamide